O[C@@H]1CC2=CC[C@H]3[C@@H]4CC=C([C@@]4(C)CC[C@@H]3[C@]2(CC1)C)N1C(=NC2=C1C=CC=C2)Cl 3β-Hydroxy-17-(2-chloro-1H-benzimidazol-1-yl)-androsta-5,16-diene